CN(S(=O)(=O)NC=1C(=C(C=CC1)CN1C(OC2=C(C=CC(=C2F)OC=2N=NC=CC2)C12COC2)=O)F)C 3-({3-[(dimethylsulfamoyl)amino]-2-fluorophenyl}methyl)-8-fluoro-7-(pyridazin-3-yloxy)-2,3-dihydrospiro[1,3-benzoxazine-4,3'-oxetan]-2-one